3,7-dimethylnon-7-enal CC(CC=O)CCCC(=CC)C